Tert-butyl 3-((5-fluoro-6-(tributylstannyl)pyridin-3-yl)methylene)azetidine-1-carboxylate FC=1C=C(C=NC1[Sn](CCCC)(CCCC)CCCC)C=C1CN(C1)C(=O)OC(C)(C)C